C1(=CC=CC=C1)C1=NC(=CC(=N1)C=1C=C(C=C(C1)N1C2=CC=C(C=C2C=2C=C(C=CC12)N1C2=C(C=3C=CC=CC13)N=CC=C2)N2C1=C(C=3C=CC=CC23)N=CC=C1)N1C2=CC=C(C=C2C=2C=C(C=CC12)N1C2=C(C=3C=CC=CC13)N=CC=C2)N2C1=C(C=3C=CC=CC23)N=CC=C1)C1=CC=CC=C1 5,5',5'',5'''-((5-(2,6-diphenylpyrimidin-4-yl)-1,3-phenylene)bis(9H-carbazole-9,3,6-triyl))tetrakis(5H-pyrido[3,2-b]indole)